methyl 4-bromo-2-isobutyrylbenzoate BrC1=CC(=C(C(=O)OC)C=C1)C(C(C)C)=O